(S)-2-amino-2-(3,3-difluorocyclobutyl)-N-(4-((S)-2-methoxy-1-((S)-2-oxo-4-(trifluoromethyl)imidazolidin-1-yl)ethyl)pyridin-2-yl)acetamide N[C@H](C(=O)NC1=NC=CC(=C1)[C@@H](COC)N1C(N[C@@H](C1)C(F)(F)F)=O)C1CC(C1)(F)F